Diammonium orthophosphat P(=O)([O-])([O-])O.[NH4+].[NH4+]